C1(CC1)CS(=O)(=NC=1N=C2N(C=CC(=C2)C2=NOC(=N2)C(F)(F)F)C1)C (cyclopropylmethyl)(methyl)((7-(5-(trifluoromethyl)-1,2,4-oxadiazol-3-yl)imidazo[1,2-a]pyridin-2-yl)imino)-λ6-sulfanone